BrC1=C2C=CN=C(C2=CC=C1)NCC1=C(C=C(C=C1)OC)OC 5-bromo-N-(2,4-dimethoxybenzyl)isoquinolin-1-amine